6-bromodibenzo[b,d]thiophen-1-ol BrC1=CC=CC=2C3=C(SC21)C=CC=C3O